5-[6-chloro-5-(4-fluoro-2-isopropoxy-phenyl)pyrazin-2-yl]-1-methyl-pyridin-2-one ClC1=C(N=CC(=N1)C=1C=CC(N(C1)C)=O)C1=C(C=C(C=C1)F)OC(C)C